4-(1-(6-(azetidin-1-ylmethyl)-2-(trifluoromethyl)pyridin-3-yl)-1H-imidazol-4-yl)-N-(1-(methylsulfonyl)piperidin-4-yl)-5-(trifluoromethyl)pyrimidin-2-amine N1(CCC1)CC1=CC=C(C(=N1)C(F)(F)F)N1C=NC(=C1)C1=NC(=NC=C1C(F)(F)F)NC1CCN(CC1)S(=O)(=O)C